ClC1=CC=C(C=C1)N1C2=NC(=NC(=C2N=C1C=1N(C=C(N1)C)C)N1CCC(CC1)(C(=O)N)C)N(C)CCO 1-[9-(4-chlorophenyl)-8-(1,4-dimethylimidazol-2-yl)-2-[2-hydroxyethyl(methyl)amino]purin-6-yl]-4-methyl-piperidine-4-carboxamide